(2S,3R)-2-(benzyloxycarbonylamino)-3-hydroxy-butanoic acid benzyl ester C(C1=CC=CC=C1)OC([C@H]([C@@H](C)O)NC(=O)OCC1=CC=CC=C1)=O